O=C1CCC(N1)C(=O)NC(C(=O)N)CCC(=O)N 2-[(5-oxopyrrolidine-2-carbonyl)amino]pentanediamide